octadec-9-ynoic acid C(CCCCCCCC#CCCCCCCCC)(=O)O